C1(CC1)S(=O)(=O)N1CCC(CC1)NC=1N=CC2=C(N1)N(C(C(=C2C)C#C)=O)[C@H]2[C@](CCC2)(C)O 2-((1-(cyclopropylsulfonyl)piperidin-4-yl)amino)-6-ethynyl-8-((1R,2R)-2-hydroxy-2-methylcyclopentyl)-5-methylpyrido[2,3-d]pyrimidin-7(8H)-one